β-(3,4-epoxycyclohexyl)propyl-trimethoxysilane C1(CC2C(CC1)O2)C(C[Si](OC)(OC)OC)C